4-(2-(4-(4-((5-bromo-4-((5-(Dimethylphosphono)quinoxalin-6-yl)amino)pyrimidin-2-yl)amino)-5-methoxy-2-(1-methyl-1H-pyrazol-4-yl) Phenyl)piperazin-1-yl)ethyl)piperidine-1-carboxylate BrC=1C(=NC(=NC1)NC1=CC(=C(C=C1OC)N1CCN(CC1)CCC1CCN(CC1)C(=O)[O-])C=1C=NN(C1)C)NC=1C(=C2N=CC=NC2=CC1)P(=O)(OC)OC